2-(4-(2-(3,4-dimethoxyphenyl)-3-(2,2,2-trifluoroethyl)-1H-indol-5-yl)piperidin-1-yl)-1-(4-(4-methylpiperazin-1-yl)piperidin-1-yl)ethan-1-one COC=1C=C(C=CC1OC)C=1NC2=CC=C(C=C2C1CC(F)(F)F)C1CCN(CC1)CC(=O)N1CCC(CC1)N1CCN(CC1)C